O1CCN(CC1)[C@@H]1[C@H](CCC1)OC=1C=C2CN(C(C2=CC1)=O)N1C(CCCC1=O)=O (5-(((1S,2S)-2-morpholinocyclopentyl)oxy)-1-oxoisoindolin-2-yl)piperidine-2,6-dione